(3S)-1-(4-{[4-(2,3-dimethylpyrrolidin-1-yl)-5-(trifluoromethyl)pyrimidin-2-yl]amino}phenyl)piperidine-3-ol CC1N(CCC1C)C1=NC(=NC=C1C(F)(F)F)NC1=CC=C(C=C1)N1C[C@H](CCC1)O